CC([C@H]1CC[C@H]2[C@@H]3CCC4CC(CC[C@]4(C)[C@H]3CC[C@]12C)=O)=O pregnan-3,20-dione